4-(4-(1,3-dioxolan-2-yl)piperidin-1-yl)-2-fluorobenzoic acid O1C(OCC1)C1CCN(CC1)C1=CC(=C(C(=O)O)C=C1)F